5-(benzyloxy)-2-fluorobicyclo[4.2.0]Octa-1(6),2,4-trien-7-ylmethanesulfonic acid C(C1=CC=CC=C1)OC1=CC=C(C=2CC(C12)CS(=O)(=O)O)F